N-(4,5-dimethylthiazol-2-yl)-2-(12-hydroxy-dodecanamido)benzamide CC=1N=C(SC1C)NC(C1=C(C=CC=C1)NC(CCCCCCCCCCCO)=O)=O